2,4,6,8-tetrakis(furan-2-ylmethyl)-2,4,6,8-tetraazaadamantane O1C(=CC=C1)CN1C2N(C3N(C(N(C1C3)CC=3OC=CC3)C2)CC=2OC=CC2)CC=2OC=CC2